NC1CCN(CC1)C=1SC(=C(N1)C1=CC=C(C#N)C=C1)C=1C=NN(C1)CC(F)(F)F 4-[2-(4-aminopiperidin-1-yl)-5-[1-(2,2,2-trifluoroethyl)-1H-pyrazol-4-yl]-1,3-thiazol-4-yl]benzonitrile